4-[(2,6-difluorobenzyl)amino]-2-[(1-methyl-1H-pyrazol-4-yl)amino]pyrimidin-5-carboxamide FC1=C(CNC2=NC(=NC=C2C(=O)N)NC=2C=NN(C2)C)C(=CC=C1)F